C(CCCC)OC(NC1=NC(=CC=C1)CO\N=C(\C1=CC=CC=C1)/C1=NN=NN1C)=O N-[6-[[(Z)-[(1-methyltetrazol-5-yl)phenylmethylene]amino]oxymethyl]-2-pyridinyl]carbamic acid pentyl ester